[(eth-enyloxy)methyl]triethylsilane C(=C)OC[Si](CC)(CC)CC